ClC1=C(OC2N(C=C(C=C2)C(F)(F)F)C2=CC(=CC=C2)C#N)C=CC(=C1)OC(F)(F)F 2-[2-chloro-4-(tri-fluoromethoxy)-phenoxy]-N-(3-cyanophenyl)-5-(trifluoromethyl)pyridine